5-(((2-methyl-5-nitro-2H-indazol-6-yl)oxy)methyl)oxazole tert-butyl-(2-(4-cyclopropyl-2H-1,2,3-triazol-2-yl)ethyl)carbamate C(C)(C)(C)N(C(O)=O)CCN1N=CC(=N1)C1CC1.CN1N=C2C=C(C(=CC2=C1)[N+](=O)[O-])OCC1=CN=CO1